6-(4-chloro-3-fluorophenyl)-3-(1-(pyridin-4-yl)-2-oxabicyclo[2.1.1]hexan-4-yl)-1,3-oxazinan-2-one ClC1=C(C=C(C=C1)C1CCN(C(O1)=O)C12COC(C1)(C2)C2=CC=NC=C2)F